C(#N)CC(=O)C=1C=CC(=NC1)NC(OCC1=CC=CC=C1)=O Benzyl [5-(2-cyanoacetyl) pyridin-2-yl]Carbamate